2-methyl-3-(p-tolyl)quinoxaline CC1=NC2=CC=CC=C2N=C1C1=CC=C(C=C1)C